(3-methylazetidin-1-yl)-[(4S)-7-chloro-6-(3-fluoro-2-pyridyl)-4-methyl-8-(trifluoromethyl)-4H-imidazo[1,2-a][1,4]benzodiazepin-2-yl]methanone CC1CN(C1)C(=O)C=1N=C2N(C3=C(C(=N[C@H]2C)C2=NC=CC=C2F)C(=C(C=C3)C(F)(F)F)Cl)C1